2-iodo-1-(4-methylbenzenesulfonyl)-4-nitro-1H-indole IC=1N(C2=CC=CC(=C2C1)[N+](=O)[O-])S(=O)(=O)C1=CC=C(C=C1)C